O=C1NC2=CC=CC3=C2N1C(CO3)(C(=O)N)C3=NC=CC=C3 2-oxo-4-pyridin-2-yl-1,2,4,5-tetrahydroimidazo[1,5,4-de][1,4]benzoxazine-4-carboxamide